Cl.N1C(CCC12CCNCC2)=O 1,8-diazaspiro[4.5]decan-2-one hydrochloride